CN1N=C2N=CC(=CC2=C1)C=1C=NC2=CC=C(C=C2N1)C(=O)O 3-(2-methyl-2H-pyrazolo[3,4-b]pyridin-5-yl)quinoxaline-6-carboxylic acid